(R)-1-(dimethylamino)propan-2-ol CN(C[C@@H](C)O)C